N-((1-(((tert-butyldimethylsilyl)oxy)methyl)cyclopropyl)methyl)-4-methylthiazol-2-amine [Si](C)(C)(C(C)(C)C)OCC1(CC1)CNC=1SC=C(N1)C